[As].[Pb].[Co].[Fe] iron-cobalt-lead-arsenic